CC=1SC(=CN1)COC1=CC=C(C=C1)C=1C=C(C(NC1C(F)(F)F)=O)C(=O)N 5-(4-((2-Methylthiazol-5-yl)methoxy)phenyl)-2-oxo-6-(trifluoromethyl)-1,2-dihydropyridine-3-carboxamide